4'-(5'-(4-carboxyphenyl)-[2,2'-bipyridin]-5-yl)-[1,1'-biphenyl]-4-carboxylic acid C(=O)(O)C1=CC=C(C=C1)C=1C=CC(=NC1)C1=NC=C(C=C1)C1=CC=C(C=C1)C1=CC=C(C=C1)C(=O)O